C(C)C1(CS(C2=C(C(N1)C1=CC=CC=C1)C=CC(=C2)OC)(=O)=O)CC 3,3-diethyl-2,3,4,5-tetrahydro-8-methoxy-5-phenyl-1,4-benzothiazepine 1,1-dioxide